N-([5-(hydrazinecarbooyl)pyridin-2-yl]methyl)methanesulfonamide N(N)C(=O)C=1C=CC(=NC1)CNS(=O)(=O)C